Dimethyl-1,3,4-trimethylcyclopentadienyl-Chlorosilane C[Si](Cl)(C1(C=C(C(=C1)C)C)C)C